O=C1N(CCC(N1)=O)N1C(C2=CC=C(C=C2C1=O)N1CCNCC1)=O 2-(2,4-dioxotetrahydropyrimidine-1(2H)-yl)-5-(piperazine-1-yl)isoindoline-1,3-dione